5-(2,3-dichloro-phenyl)-3-methyl-1-{2-oxo-2-[4-(2-oxo-1,2,4,5-tetrahydro-benzo[d][1,3]diazepin-3-yl)-piperidin-1-yl]-ethyl}-1H-pyrimidin-2,4-dion ClC1=C(C=CC=C1Cl)C=1C(N(C(N(C1)CC(N1CCC(CC1)N1C(NC2=C(CC1)C=CC=C2)=O)=O)=O)C)=O